CC=1C(=NC(=NC1)NC1=CC(=C(C(=C1)F)N1CCN(CC1)C)F)NC1=CC(=C(C=C1)Cl)NS(=O)(=O)C(C)(C)C 5-Methyl-N4-(4-chloro-[3-(1,1-dimethylethylsulfonamido)]phenyl)-N2-[4-(4-methylpiperazin-1-yl)-3,5-difluorophenyl]pyrimidine-2,4-diamine